Bis(2-hydroxy-3-(methacryloyloxy) propyl) 2-methylenesuccinate C=C(C(=O)OCC(COC(C(=C)C)=O)O)CC(=O)OCC(COC(C(=C)C)=O)O